ClC=1C=C2C(=NC=NC2=C(C1C1=C(C=CC=C1OCC1=CN=C(N1C)[N+](=O)[O-])F)F)N1CCN(CC1)C(C=C)=O 1-(4-(6-chloro-8-fluoro-7-(2-fluoro-6-((1-methyl-2-nitro-1H-imidazol-5-yl)methoxy)phenyl)quinazolin-4-yl)piperazin-1-yl)prop-2-en-1-one